4,9-dioxododecane-1,12-diamine O=C(CCCN)CCCCC(CCCN)=O